C1(=CC=CC2=CC=CC=C12)C(C)N1CCC(CC1)CS(=O)(=O)NNC(C)=O N-(1-(1-(1-(naphthalen-1-yl)ethyl)piperidin-4-yl)methanesulfonamido)acetamide